2,2',4-tris(2-fluorophenyl)-5-(3,4-dimethoxyphenyl)-4',5'-diphenyl-1,1'-biimidazole FC1=C(C=CC=C1)C=1N(C(=C(N1)C1=C(C=CC=C1)F)C1=CC(=C(C=C1)OC)OC)N1C(=NC(=C1C1=CC=CC=C1)C1=CC=CC=C1)C1=C(C=CC=C1)F